O1CC(CC1)CC=1C=C2C(=CC=NC2=CC1)C(=O)O 6-((Tetrahydrofuran-3-yl)methyl)quinoline-4-carboxylic acid